2-((4-(6-((S)-6-cyano-1-methyl-3,4-dihydroisoquinolin-2(1H)-yl)pyridin-2-yl)piperazin-1-yl)methyl)-1-(((S)-oxetan-2-yl)methyl)-1H-benzo[d]imidazole-6-carboxylic acid C(#N)C=1C=C2CCN([C@H](C2=CC1)C)C1=CC=CC(=N1)N1CCN(CC1)CC1=NC2=C(N1C[C@H]1OCC1)C=C(C=C2)C(=O)O